P(=O)(O)([O-])[O-].[K+].[K+].P(=O)(O)(O)[O-].[K+] potassium dihydrogen phosphate dipotassium hydrogen phosphate